NC1=NC(=NC=C1C(=O)NC1=CC=C(C=C1)OC)N1CCN(CC1)C=1SC2=C(N1)C=CC=C2 4-Amino-2-(4-(benzo[d]thiazol-2-yl)piperazin-1-yl)-N-(4-methoxyphenyl)pyrimidine-5-carboxamide